(R)-6-chloro-3-((1-(2-cyano-7-methyl-3-(3,3,4,4-tetrafluoropyrrolidin-1-yl)quinoxalin-5-yl)ethyl)amino)picolinic acid ClC1=CC=C(C(=N1)C(=O)O)N[C@H](C)C1=C2N=C(C(=NC2=CC(=C1)C)C#N)N1CC(C(C1)(F)F)(F)F